(3S)-piperidin-3-carboxamide N1C[C@H](CCC1)C(=O)N